N-(3-cyano-1H-indol-7-yl)thiazole-5-sulfonamide tert-butyl-N-[(1S)-1-[(1R)-7-bromotetralin-1-yl]-2-[4-(3-methylimidazol-4-yl)anilino]-2-oxo-ethyl]carbamate C(C)(C)(C)OC(N[C@H](C(=O)NC1=CC=C(C=C1)C=1N(C=NC1)C)[C@@H]1CCCC2=CC=C(C=C12)Br)=O.C(#N)C1=CNC2=C(C=CC=C12)NS(=O)(=O)C1=CN=CS1